ClC1=CC(=NC(=C1C(F)(F)F)C1=C(C=CC=C1)C)NCC1=CC=C(C=C1)OC 4-chloro-N-[(4-methoxyphenyl)methyl]-6-(o-tolyl)-5-(trifluoromethyl)pyridin-2-amine